OCC(CC)(CO)CO 1,1,1-Tris(hydroxymethyl)-propan